COC(=O)C1(CCC1)NCC1=C(C(=C(C=C1OC)O)Cl)F 1-((3-chloro-2-fluoro-4-hydroxy-6-methoxybenzyl)amino)cyclobutanecarboxylic acid methyl ester